[3-(dimethylamino) propyl]-13-methyl-8-oxo-6-{5-[(1-oxotridecyl) oxy] pentyl}-9,13-diaza-7-oxatetradec-1-yl tridecanoate C(CCCCCCCCCCCC)(=O)OCCCCCC(OC(NCCCN(CCCCN(C)C)C)=O)CCCCCOC(CCCCCCCCCCCC)=O